ethyl 2-iodoacetate ICC(=O)OCC